1-cyclobutyl-4-((5-(pyridin-2-yl)thiazol-2-yl)methyl)piperazine-2,3-dione C1(CCC1)N1C(C(N(CC1)CC=1SC(=CN1)C1=NC=CC=C1)=O)=O